ClC=1N=C2C(=C(C=NC2=CC1)C#N)NC1=C(C(=CC=C1)Cl)F 6-chloro-4-(3-chloro-2-fluoro-anilino)-1,5-naphthyridine-3-carbonitrile